(5-FORMYL-2-METHOXY-PHENYL)-CARBAMIC ACID TERT-BUTYL ESTER C(C)(C)(C)OC(NC1=C(C=CC(=C1)C=O)OC)=O